CC(C(=O)C1=CC=CC=C1)(O)C 2,2-dimethyl-2-hydroxy-acetophenone